BrC=1C=C2C(=CNC2=C(C1)F)[N+](=O)[O-] 5-Bromo-7-fluoro-3-nitro-1H-indole